FC(N1CCN(CC1)CC=1C=C2CN(CC2=CC1)C1C(NC(CC1)=O)=O)F 5-((4-(Difluoromethyl)piperazin-1-yl)methyl)-2-(2,6-dioxopiperidin-3-yl)isoindoline